C(C)[In](CC)CC triethylindium